(S)-1-(4-(1-(2,6-dichlorophenyl)azetidin-3-yl)-2,6-dimethylbenzyl)pyrrolidine-3-carboxylic acid ClC1=C(C(=CC=C1)Cl)N1CC(C1)C1=CC(=C(CN2C[C@H](CC2)C(=O)O)C(=C1)C)C